(6aS,7S,10aR)-2-anilino-7,10a-dimethyl-8-oxo-5,6,6a,7-tetrahydrobenzo[h]quinazoline-9-carbonitrile N(C1=CC=CC=C1)C1=NC=2[C@@]3([C@@H](CCC2C=N1)[C@@H](C(C(=C3)C#N)=O)C)C